2,6-bis(1-methyl-1-phenylethyl)-phenol CC(C)(C1=CC=CC=C1)C1=C(C(=CC=C1)C(C)(C)C1=CC=CC=C1)O